5-(3-Fluorobenzenesulfonyl)-N-[(4-methoxyphenyl)methyl]-1H,2H,3H,4H,5H,6H-pyrrolo[3,4-c]pyrrole-2-carboxamide FC=1C=C(C=CC1)S(=O)(=O)N1CC2=C(C1)CN(C2)C(=O)NCC2=CC=C(C=C2)OC